C(\C=C\C(=O)O)(=O)O.OC=1C=CC=C2NC=C(CCN(CCC)CC)C12.OC=1C=CC=C2NC=C(CCN(CC)CCC)C12 4-hydroxy-N-ethyl-N-propyltryptamine hemifumarate